C(CCCCCCC\C=C/C\C=C/CCCCC)(=O)OC[C@H](O)CO |r| 1-linoleoyl-rac-glycerol